[CH-]1C=CC=C1.C1=C2C(=C3[C-]1O3)O2.[Fe+2] diepoxyferrocene